(S,E)-N-(1-(3,5-dibromophenyl)ethylidene)-2-methylpropane-2-sulfinamide BrC=1C=C(C=C(C1)Br)\C(\C)=N\[S@@](=O)C(C)(C)C